CC1(CC2CCC(C1)N2)NC([O-])=O (3-Methyl-8-azabicyclo[3.2.1]oct-3-yl)carbamate